N-[bis[4-(dimethylamino)phenyl]methyl]-benzenesulfonamide CN(C1=CC=C(C=C1)C(NS(=O)(=O)C1=CC=CC=C1)C1=CC=C(C=C1)N(C)C)C